[Ag].[Sn].[Ni].[Cu].[Ti] titanium-copper-nickel-tin silver